2-(2-(2-(3-(methoxycarbonyl)phenoxy)ethoxy)ethoxy)acetic acid COC(=O)C=1C=C(OCCOCCOCC(=O)O)C=CC1